carboxy-10-dimethylamino-3-hydroxy-spiro[7H-benzo[c]xanthene-7,1(3'H)-isobenzofuran]-3'-one C(=O)(O)C1=C2C(OC3(C2=CC=C1)C=1C=CC(=CC1OC=1C2=C(C=CC13)C=C(C=C2)O)N(C)C)=O